C(C1=CC=CC=C1)OC1=C2CC(N(CC2=CC=C1OC)C=1OC2=C(N1)C=C(C=C2)Cl)C(=O)O 5-(benzyloxy)-2-(5-chlorobenzo[d]oxazol-2-yl)-6-methoxy-1,2,3,4-tetrahydroisoquinoline-3-carboxylic acid